3-(5-(3-benzhydryl-imidazolidine-1-carbonyl)-1-oxoisoindolin-2-yl)piperidine-2,6-dione C(C1=CC=CC=C1)(C1=CC=CC=C1)N1CN(CC1)C(=O)C=1C=C2CN(C(C2=CC1)=O)C1C(NC(CC1)=O)=O